C(C)(C)(C)OC(=O)N1C2C(OCC1C1=CC=C(C=C1)Br)CCCC2 3-(4-bromophenyl)octahydro-4H-benzo[b][1,4]oxazine-4-carboxylic acid tert-butyl ester